(S)-N-(1-(2-Chloro-7-methoxyquinolin-5-yl)cyclopropyl)-2-methyl-5-((1-methylazetidin-2-yl)methoxy)benzamide ClC1=NC2=CC(=CC(=C2C=C1)C1(CC1)NC(C1=C(C=CC(=C1)OC[C@H]1N(CC1)C)C)=O)OC